COC1=CC=C(C=C1)C1=NN2C(=NC=3C(=CC=CC3C2=N1)SC)N[C@H]1C(NCCCC1)=O (3R)-3-{[2-(4-methoxyphenyl)-7-(methylthio)[1,2,4]triazolo[1,5-c]quinazolin-5-yl]amino}azepan-2-one